C(CCCCCCCCCC)OC(CCCCC(OCCCCCCCC)OCCCCCCCC)=O undecyl-6,6-bis(octyloxy)hexanoate